1-(2-(4-(3-fluorobenzyl)-6-methylpyridin-2-yl)morpholino)-2-(4-fluorophenyl)ethan-1-one FC=1C=C(CC2=CC(=NC(=C2)C)C2OCCN(C2)C(CC2=CC=C(C=C2)F)=O)C=CC1